C(=O)(O)CCCCCCCCCCCCCCC 15-carboxypentadecane